(Z)-1,3-diphenylprop-2-yne-1-one-O-methyloxime CO\N=C(/C#CC1=CC=CC=C1)\C1=CC=CC=C1